COC(=O)C=1N=C2N(C=CC(=C2)C(F)(F)F)C1SCC Methyl-3-(ethylsulfanyl)-7-(trifluoromethyl)imidazo[1,2-a]pyridin-2-carboxylat